5-(cis-1-(cyclobutylmethyl)-8-(ethyl-(methyl)amino)-2-oxo-8-phenyl-1,3-diazaspiro[4.5]Dec-3-yl)-4-methoxypyrimidine-2-carbonitrile C1(CCC1)CN1C(N(CC12CCC(CC2)(C2=CC=CC=C2)N(C)CC)C=2C(=NC(=NC2)C#N)OC)=O